FC1=CC=C(C(=O)NC2=CC3=C(SC(=C3)/C=C/C(=O)OCC)C=C2)C=C1 ethyl (E)-3-(5-(4-fluorobenzamido)benzo[b]thiophen-2-yl)acrylate